COC(=O)C1=CC=C(C=C1)C=1C2=CC=C(N2)C(=C2C=CC(C(=C3C=CC(=C(C=4C=CC1N4)C4=CC=C(C=C4)C(=O)OC)N3)C3=CC=C(C=C3)C(=O)OC)=N2)C2=CC=C(C=C2)C(=O)OC 5,10,15,20-tetrakis(4-methoxycarbonylphenyl)porphyrin